C(C)(C)(C)OC(=O)N1CCC2=CC(=CC=C12)OCC1=CC=CC=C1 5-(benzyloxy)indoline-1-carboxylic acid tert-butyl ester